bis(ethynyl)(bicyclo[2.2.1]hept-2,5-diene) platinum [Pt].C(#C)C=1C2(C=CC(C1)C2)C#C